ClC=1C(=C(C(=CC1)N1N=NN=C1)C1=CC(N2[C@@H](CC[C@@H]2C1)C=1NC(=C(N1)[2H])C1=C(C(=[N+](C=C1)[O-])CO)F)=O)F 4-(2-((3S,8aR)-7-(3-chloro-2-fluoro-6-(1H-tetrazol-1-yl)phenyl)-5-oxo-1,2,3,5,8,8a-hexahydroindolizin-3-yl)-1H-imidazol-5-yl-4-d)-3-fluoro-2-(hydroxymethyl)pyridine 1-oxide